Cl.C[C@@H]1OCC2([C@@H]1N)CCNCC2 (3S,4S)-3-methyl-2-oxa-8-azaspiro[4.5]decane-4-amine hydrochloride